CC1(CCCCC1)OC(=O)C1C2C3C4C=CC(C3C(C1)C2)C4 8-(1-methylcyclohexyloxycarbonyl)-tetracyclo[4.4.0.12,5.17,10]-3-dodecene